3-((4-(heptyloxy)phenyl)sulfonyl)-6-(methylthio)-4-(4-(2-(piperidin-1-yl)ethyl)-1,4-diazepan-1-yl)quinoline C(CCCCCC)OC1=CC=C(C=C1)S(=O)(=O)C=1C=NC2=CC=C(C=C2C1N1CCN(CCC1)CCN1CCCCC1)SC